C1N(CCC12CCN(CC2)C(=O)OC(C)(C)C)C(=O)OC2=CC=C1C(=CC=NC1=C2)NC2=CN=NC(=C2)C2=C(C=CC(=C2)Cl)F 8-tert-butyl 2-(4-{[6-(5-chloro-2-fluorophenyl)pyridazin-4-yl] amino}quinolin-7-yl) 2,8-diazaspiro[4.5]decane-2,8-dicarboxylate